(R)-1-((2-(6-chloro-3-methoxyquinolin-8-yl)-6-fluorothiazolo[5,4-b]pyridin-5-yl)oxy)propan-2-yl (2-(hydroxymethyl)pyrimidin-5-yl)carbamate OCC1=NC=C(C=N1)NC(O[C@@H](COC1=C(C=C2C(=N1)SC(=N2)C=2C=C(C=C1C=C(C=NC21)OC)Cl)F)C)=O